ClC1=CC(=C(C=C1)C1=C(N(N=N1)C)CN1N=CC(=CC1=O)N1CC(C1)OCC(F)(F)F)F 2-[[5-(4-chloro-2-fluoro-phenyl)-3-methyl-triazol-4-yl]methyl]-5-[3-(2,2,2-trifluoroethoxy)azetidin-1-yl]pyridazin-3-one